2,5-dimethylstannylthiophene C[SnH2]C=1SC(=CC1)[SnH2]C